CC1(COB(O1)C1=CC(=NC=C1C(=O)OC)C)C methyl 4-(5,5-dimethyl-1,3,2-dioxaborolan-2-yl)-6-methylnicotinate